[(3-hydroxy-4-methoxy-2-pyridinyl)carbonyl]-L-alanine 1-(4-cyclopropylphenyl)ethyl ester C1(CC1)C1=CC=C(C=C1)C(C)OC([C@@H](NC(=O)C1=NC=CC(=C1O)OC)C)=O